1-(N-((2'-Cyano-5'-(1-methyl-1H-pyrazol-4-yl)-[1,1'-biphenyl]-4-yl)methyl)pentanamido)cyclohexanecarboxylic Acid C(#N)C1=C(C=C(C=C1)C=1C=NN(C1)C)C1=CC=C(C=C1)CN(C(CCCC)=O)C1(CCCCC1)C(=O)O